2-(tert-butyl) 7-ethyl 3,4-dihydroisoquinoline-2,7(1H)-dicarboxylate C1N(CCC2=CC=C(C=C12)C(=O)OCC)C(=O)OC(C)(C)C